amino-L-phenylalanine NN[C@@H](CC1=CC=CC=C1)C(=O)O